(R)-2-methylpiperazine-1-carboxylic acid methyl ester hydrochloride Cl.COC(=O)N1[C@@H](CNCC1)C